isopropyl (S)-2-((5-acrylamido-4-(3-(dimethyl-amino)piperidin-1-yl)-2-methoxy-phenyl)amino)-4-(3,3,5-trimethyl-2,3-dihydro-1H-pyrrolo[3,2-b]pyridin-1-yl)pyrimidine-5-carboxylate C(C=C)(=O)NC=1C(=CC(=C(C1)NC1=NC=C(C(=N1)N1CC(C2=NC(=CC=C21)C)(C)C)C(=O)OC(C)C)OC)N2C[C@H](CCC2)N(C)C